tert-butyl (2S,4S)-2-(2-(2-hydroxyethoxy)-4-(methoxycarbonyl)phenyl)-4-(prop-2-yn-1-yloxy)piperidine-1-carboxylate OCCOC1=C(C=CC(=C1)C(=O)OC)[C@H]1N(CC[C@@H](C1)OCC#C)C(=O)OC(C)(C)C